FC1(CC(CC1)C(C(=O)NC=1SC(=CN1)C)C1=CC=C(C=C1)C=1N=NN(N1)C)F 2-(3,3-Difluorocyclopentyl)-2-(4-(2-methyl-2H-tetrazol-5-yl)phenyl)-N-(5-methylthiazol-2-yl)acetamide